(E)-N'-(6,7-dihydroquinolin-8(5H)-ylidene)-2-(2-(pyrrolidin-1-yl)ethoxy)benzoyl-hydrazine hydrochloride Cl.N1=CC=CC=2CCC/C(/C12)=N\NC(C1=C(C=CC=C1)OCCN1CCCC1)=O